3-Benzylphenyl isothiocyanate C(C1=CC=CC=C1)C=1C=C(C=CC1)N=C=S